C1(CC1)NC(=O)C1=NC=CC=C1 N-cyclopropylpyridinamide